2-(((2-(methylthio)ethyl)amino)methylene)-5-phenylcyclohexane-1,3-dione CSCCNC=C1C(CC(CC1=O)C1=CC=CC=C1)=O